NC([C@H](CCC(=O)OC(C)(C)C)N1C(C2=CC=C(C=C2C1)O[C@@H]1CNCC1)=O)=O tert-butyl (S)-5-amino-5-oxo-4-(1-oxo-5-(((S)-pyrrolidin-3-yl)oxy)isoindolin-2-yl)pentanoate